Ethyl 6-(2-methoxyethyl)-6H-thieno[2,3-b]pyrrole-5-carboxylate COCCN1C2=C(C=C1C(=O)OCC)C=CS2